(2-bromo-6-fluorophenyl)bis(perfluorophenyl)borane BrC1=C(C(=CC=C1)F)B(C1=C(C(=C(C(=C1F)F)F)F)F)C1=C(C(=C(C(=C1F)F)F)F)F